OC=1C=CC2=C(C1)C=1C(NCCCC1O2)C 9-hydroxy-1-methyl-2,3,4,5-tetrahydro-1H-benzofuro[3,2-c]azepine